O=C1NC(CCC1C1=C(C=C(C=C1)N1CCC(CC1)C(=O)OC(C)(C)C)C)=O tert-butyl 1-[4-(2,6-dioxopiperidin-3-yl)-3-methylphenyl]piperidine-4-carboxylate